C(C=1C(C(=O)OCCCCCCC(C)C)=CC(C(=O)OCCCCCCC(C)C)=CC1)(=O)OCCCCCCC(C)C tri(isononyl) trimellitate